tert-Butyl 3-(4-oxo-2-(trifluoromethyl)-4H-pyrido[1,2-a]pyrimidin-8-yl)azetidine-1-carboxylate O=C1C=C(N=C2N1C=CC(=C2)C2CN(C2)C(=O)OC(C)(C)C)C(F)(F)F